glucosyl-(1→6)-glucosyl-(1→6)-[glucosyl-(1→2)]-glucose C1([C@H](O)[C@@H](O)[C@H](O)[C@H](O1)CO)OC[C@@H]1[C@H]([C@@H]([C@H](C(O1)OC[C@H]([C@H]([C@@H]([C@H](C=O)OC1[C@H](O)[C@@H](O)[C@H](O)[C@H](O1)CO)O)O)O)O)O)O